4-tert-butyl-cyclohexadien-1-one C(C)(C)(C)C=1C=CC(CC1)=O